methyl 5-(2-(aminomethyl)-3-fluoro-4-methoxyphenyl)pyrimidine-2-carboxylate NCC1=C(C=CC(=C1F)OC)C=1C=NC(=NC1)C(=O)OC